ClC1=C(C=CC=C1)C1=CC(=NC2=C(N=CC=C12)C1=CC=NN1)N1CCOCC1 4-(2-chlorophenyl)-2-(morpholin-4-yl)-8-(1H-pyrazol-5-yl)-1,7-naphthyridine